(4S)-1-[(1,1-dioxothietan-3-yl)methyl]-5,5-difluoro-3-(trifluoromethyl)-4,6-dihydrocyclopenta[c]pyrazol-4-ol O=S1(CC(C1)CN1N=C(C2=C1CC([C@H]2O)(F)F)C(F)(F)F)=O